FC(C=1C=C(C=CC1F)C=1C=C2C(=NC1)C=NN2CC(=O)N2[C@H](CCC2)COC)F 2-[6-[3-(Difluoromethyl)-4-fluoro-phenyl]pyrazolo[4,3-b]pyridin-1-yl]-1-[(2R)-2-(methoxymethyl)pyrrolidin-1-yl]ethanone